2,2-Difluoroethyltrifluoroacetat FC(COC(C(F)(F)F)=O)F